2-(2-Ethylpyrrolidin-1-yl)-6-(3-fluoro-5-isobutoxyphenyl)-N-(1H-pyrazol-5-ylsulfonyl)pyridin-3-carboxamid C(C)C1N(CCC1)C1=NC(=CC=C1C(=O)NS(=O)(=O)C1=CC=NN1)C1=CC(=CC(=C1)OCC(C)C)F